ClC1=C(C=CC(=C1)F)C1=CC=NC2=CC(=CC=C12)O[C@@H](C(=O)N1CCC(CC1)C(=O)OCC)C ethyl 1-[(2R)-2-[[4-(2-chloro-4-fluoro-phenyl)-7-quinolyl]oxy]propanoyl]piperidine-4-carboxylate